(S)-3-(1'-((1-((2-chlorophenyl)sulfonyl)-1H-pyrazol-4-yl)methyl)-6-oxo-6,8-dihydro-2H,7H-spiro[furo[2,3-e]isoindole-3,4'-piperidin]-7-yl)piperidine-2,6-dione ClC1=C(C=CC=C1)S(=O)(=O)N1N=CC(=C1)CN1CCC2(CC1)COC1=C3CN(C(C3=CC=C12)=O)[C@@H]1C(NC(CC1)=O)=O